tert-butyl 3-[7-chloro-8-fluoro-2-[[(2s)-1-methyl pyrrolidin-2-yl]methoxy]pyrido[4,3-d]pyrimidin-4-yl]-3,8-diazabicyclo[3.2.1]octane-8-carboxylate ClC1=C(C=2N=C(N=C(C2C=N1)N1CC2CCC(C1)N2C(=O)OC(C)(C)C)OC[C@H]2N(CCC2)C)F